(2-(((2R,6S)-2,6-dimethylmorpholin-4-yl)methyl)oxazol-5-yl)methanol C[C@@H]1CN(C[C@@H](O1)C)CC=1OC(=CN1)CO